C(CCCCCCCCC(=O)[O-])(=O)OC1C(C(N(C(C1)(C)C)C)(C)C)C methyl(1,2,2,6,6-pentamethyl-4-piperidinyl) sebacate